2-benzamido-4-[(3-methoxy-3-methyl-butyl)-[4-(5,6,7,8-tetrahydro-1,8-naphthyridin-2-yl)butyl]amino]butanoic acid C(C1=CC=CC=C1)(=O)NC(C(=O)O)CCN(CCCCC1=NC=2NCCCC2C=C1)CCC(C)(C)OC